2-isopropyl-N-(4-phenyl-2-tetrahydrofuran-2-yl-3-pyridyl)pyrimidine-5-carboxamide C(C)(C)C1=NC=C(C=N1)C(=O)NC=1C(=NC=CC1C1=CC=CC=C1)C1OCCC1